CCCCCC (R)-5-methylpentane